diisobutyl-2,2,3,3-tetramethylsuccinate C(C(C)C)OC(C(C(C(=O)OCC(C)C)(C)C)(C)C)=O